FC=1C=C(C=C(C1)F)[C@H]1CCC=2N1C=C(N2)NC([C@H](C)N2C[C@](C(CC2)(F)F)(C)C2=CC=[N+](C=C2)[O-])=O 4-((S)-1-((S)-1-(((R)-5-(3,5-difluorophenyl)-6,7-dihydro-5H-pyrrolo[1,2-a]imidazol-2-yl)amino)-1-oxopropan-2-yl)-4,4-difluoro-3-methylpiperidin-3-yl)pyridine 1-oxide